(4-(Ethylsulfonyl)benzyl)-1-(4-(trifluoromethyl)benzyl)-1H-indole-5-carboxamide C(C)S(=O)(=O)C1=CC=C(CC=2N(C3=CC=C(C=C3C2)C(=O)N)CC2=CC=C(C=C2)C(F)(F)F)C=C1